COC(NC)=O (methyl)(methyl)carbamate